C1N(CC12CCNCC2)C2CCN(CC2)NC(OCC2=CC=CC=C2)=O benzyl (4-(2,7-diazaspiro[3.5]nonan-2-yl)piperidin-1-yl)carbamate